(4aR,6R,7R,8aR)-8-(4-(3-fluorophenyl)-1H-1,2,3-triazol-1-yl)-7-methoxy-2-phenylhexahydropyrano[3,2-d][1,3]Dioxine-6-carboxylic acid methyl ester COC(=O)[C@H]1[C@@H](C([C@H]2OC(OC[C@H]2O1)C1=CC=CC=C1)N1N=NC(=C1)C1=CC(=CC=C1)F)OC